COC(=O)C1=NN(C(C(=C1)C(=C)C)=O)C=1C=NC=C(C1)C=1N(N=NC1)C methyl-5-isopropenyl-1-[5-(3-methyltriazol-4-yl)-3-pyridyl]-6-oxo-pyridazine-3-carboxylate